2-[4-(6-chloro-2,2-difluoro-2H-1,3-benzodioxol-5-yl)-2,6-bis(propan-2-yl)phenyl]-N-{4-[(dimethylamino)methyl]benzene-sulfonyl}acetamide ClC=1C(=CC2=C(OC(O2)(F)F)C1)C1=CC(=C(C(=C1)C(C)C)CC(=O)NS(=O)(=O)C1=CC=C(C=C1)CN(C)C)C(C)C